C1(CC1)[C@@H]1N(COC1)C1=NC(=NC=C1)F (S)-4-cyclopropyl-3-(2-fluoropyrimidin-4-yl)oxazolidine